4-(6-((4-(cyclopropanecarbonyl)-2-methylbenzyl)oxy)pyridin-2-yl)piperidine C1(CC1)C(=O)C1=CC(=C(COC2=CC=CC(=N2)C2CCNCC2)C=C1)C